((2R,3S,4R,5R)-5-acetamido-3,4,6-trihydroxytetrahydro-2H-pyran-2-yl)methyl 3,6-dichloro-2-methoxybenzoate ClC=1C(=C(C(=O)OC[C@H]2OC([C@@H]([C@H]([C@@H]2O)O)NC(C)=O)O)C(=CC1)Cl)OC